4-(5-bromopyridin-3-yl)piperazin BrC=1C=C(C=NC1)N1CCNCC1